2-[4-[ethoxy(methyl)phosphoryl]phenyl]-4,4,5,5-tetramethyl-1,3,2-dioxaborolane C(C)OP(=O)(C)C1=CC=C(C=C1)B1OC(C(O1)(C)C)(C)C